N=1C=CN2N=C(C=CC21)C=2C=CN1N=C(N=CC12)N[C@@H]1CC[C@H](CC1)N1CCOCC1 5-(imidazo[1,2-b]pyridazin-6-yl)-N-(trans-4-morpholinocyclohexyl)pyrrolo[2,1-f][1,2,4]triazin-2-amine